O1C2N(CCC1)C=1N(C2)C(NC(C1)=O)=O 3,4,11,11a-tetrahydropyrimido[6',1':2,3]imidazo[5,1-b][1,3]oxazine-7,9(2H,8H)-dione